(2-hydroxyprop-2-yl)pyridine-4-carboxylic acid OC(C)(C)C1=NC=CC(=C1)C(=O)O